3-(4-(1H-pyrazol-4-yl)phenyl)-1-(3-(3-(dimethylamino)azetidine-1-carbonyl)benzyl)-8-oxa-1,3-diazaspiro[4.5]decan-2-one N1N=CC(=C1)C1=CC=C(C=C1)N1C(N(C2(C1)CCOCC2)CC2=CC(=CC=C2)C(=O)N2CC(C2)N(C)C)=O